FC(C(F)(F)F)(O[Si](OC(C(F)(F)F)(F)F)(OC(C(F)(F)F)(F)F)C(C(F)(F)F)(F)F)C(C(C(C(C(C(F)(F)F)(F)F)(F)F)(F)F)(F)F)(F)F Perfluorohexyl-ethyltriethoxysilane